C(C=C)[NH+](CC(CP(=O)(CC)CC)O)CC=C N,N-diallyl-N-(2-hydroxy-3-(diethylphosphinoyl)propyl)ammonium